NC1=C(C=C(C=N1)C1=CC=C(C=C1)C(=O)N1C[C@H](N[C@H](C1)C)C)OCC1=C(C(=CC=C1)F)OC {4-[6-amino-5-(3-fluoro-2-methoxy-benzyloxy)-pyridin-3-yl]-phenyl}-((3r,5s)-3,5-dimethyl-piperazin-1-yl)-methanone